tert-Butyl 3-[N-methyl-4-(trifluoromethyl)anilino]azetidine-1-carboxylate CN(C1=CC=C(C=C1)C(F)(F)F)C1CN(C1)C(=O)OC(C)(C)C